benzyl (+/-)-((5-(4-(((3S,4R)-3-fluoro-1-methylpiperidin-4-yl)amino)-1-(2,2,2-trifluoroethyl)-1H-indol-2-yl)-1,3,4-thiadiazol-2-yl)methyl)carbamate F[C@H]1CN(CC[C@H]1NC1=C2C=C(N(C2=CC=C1)CC(F)(F)F)C1=NN=C(S1)CNC(OCC1=CC=CC=C1)=O)C |r|